BrC1=CC2=C(NC(C(CC2)(C)NC(OC(C)(C)C)=O)=O)N=C1 tert-butyl N-(3-bromo-7-methyl-8-oxo-6,9-dihydro-5H-pyrido[2,3-b]azepin-7-yl)carbamate